OC=1C(=NC(=CN1)Br)C(=O)N 3-hydroxyl-6-bromopyrazine-2-amide